6-(ethylamino)-N-(2-hydroxy-3-(trifluoromethyl)phenyl)-4-(2-(4-methyl-4H-1,2,4-triazol-3-yl)phenyl)pyridine-amide C(C)NC1=CC(=CC(=N1)C(=O)NC1=C(C(=CC=C1)C(F)(F)F)O)C1=C(C=CC=C1)C1=NN=CN1C